(3S,4S)-4-Methoxytetrahydrofuran-3-yl (8-amino-7-fluoro-6-(8-methyl-2,3-dihydro-1H-pyrido[2,3-b][1,4]oxazin-7-yl)isoquinolin-3-yl)carbamate NC=1C(=C(C=C2C=C(N=CC12)NC(O[C@H]1COC[C@@H]1OC)=O)C1=C(C2=C(OCCN2)N=C1)C)F